(R)-4-((1-(3-(difluoromethyl)-2-fluorophenyl)ethyl)amino)-6-(1-(2-methoxyacetyl)-1,2,3,6-tetrahydropyridin-4-yl)-2-methylpyrido[2,3-d]pyrimidin-7(8H)-one FC(C=1C(=C(C=CC1)[C@@H](C)NC=1C2=C(N=C(N1)C)NC(C(=C2)C=2CCN(CC2)C(COC)=O)=O)F)F